4-(3-(4-amino-3-fluorophenyl)-1H-1,2,4-triazol-1-yl)benzonitrile NC1=C(C=C(C=C1)C1=NN(C=N1)C1=CC=C(C#N)C=C1)F